diphenoxyhexane diisethionate S(=O)(=O)(O)CCO.S(=O)(=O)(O)CCO.O(C1=CC=CC=C1)C(CCCCC)OC1=CC=CC=C1